FC12CC(C1)(C2)NC(=O)NC(CO)C2=CC(=NC=C2)OCC(F)(F)F 1-(3-fluoro-1-bicyclo[1.1.1]pentanyl)-3-[2-hydroxy-1-[2-(2,2,2-trifluoroethoxy)pyridin-4-yl]ethyl]urea